METHYLENEDIPHOSPHORIC ACID C(OP(O)(O)=O)OP(O)(O)=O